[1-(1-benzofuran-5-yl)-3-fluoropropan-2-yl](methyl)amine O1C=CC2=C1C=CC(=C2)CC(CF)NC